7H-benzanthrone C1=CC=C2C=CC=C3C(=O)C4=CC=CC=C4C1=C23